2-(1,1-Dioxido-2,3-dihydro-1,4-benzothiazepin-4(5H)-yl)-6-methylquinolin O=S1(CCN(CC2=C1C=CC=C2)C2=NC1=CC=C(C=C1C=C2)C)=O